NC1=CC(=C(OC=2C=CC(=C(C2)NC(CC2=CC(=CC=C2)C(F)(F)F)=O)F)C=C1)C N-(5-(4-amino-2-methylphenoxy)-2-fluorophenyl)-2-(3-(trifluoromethyl)phenyl)acetamide